C(C1=CN=CC=C1)(=O)NCCNC([O-])=O (2-(nicotinamido)ethyl)carbamate